O.N1=C(C(=CC=C1)C(=O)O)C(=O)O pyridine-2,3-dicarboxylic acid hydrate